4,4'-dihydroxybenzophenone lanthanum [La].OC1=CC=C(C(=O)C2=CC=C(C=C2)O)C=C1